BrC=1C(=NN(C1)C)C(=O)OC(C)(C)C tertbutyl 4-bromo-1-methyl-1H-pyrazole-3-carboxylate